C(#N)C=1C=C(C=CC1)[C@@H]1C2=C(N(C([C@H]1NC(C1=CC(=CC=C1)C(F)(F)F)=O)=O)CC)N(N=C2)C2=CC=CC=C2 N-((4R,5S)-4-(3-cyanophenyl)-7-ethyl-6-oxo-1-phenyl-4,5,6,7-tetrahydro-1H-pyrazolo[3,4-b]pyridin-5-yl)-3-(trifluoromethyl)benzamide